(1S,3S)-3-((5-(5-chloro-3-((((4-nitrophenoxy)carbonyl)oxy)methyl)thiophen-2-yl)-3-methylpyrazin-2-yl)oxy)cyclohexane ClC1=CC(=C(S1)C=1N=C(C(=NC1)OC1CCCCC1)C)COC(=O)OC1=CC=C(C=C1)[N+](=O)[O-]